3-iodo-5-trimethylsilyl-aniline IC=1C=C(N)C=C(C1)[Si](C)(C)C